2,4-dimethylbenzene diphenylcarbamate C1(=CC=CC=C1)N(C(O)=O)C1=CC=CC=C1.CC1=CC=CC(=C1)C